4-{(3S,5aR,6R,7R,8aS)-7-hydroxy-6-[(1E)-3-hydroxy-5-(3-pyridinyl)-1-penten-1-yl]octahydro-2H-cyclopenta[b]oxepin-3-yl}butanoic acid O[C@H]1[C@@H]([C@@H]2[C@@H](OC[C@H](CC2)CCCC(=O)O)C1)\C=C\C(CCC=1C=NC=CC1)O